BrC1=C(C(=C(C=C1)C=1N=NN(C1)[C@H]1[C@H]([C@H](O[C@@H]([C@@H]1OC)CN1N=NC(=C1)C1(CC1)O)CO)O)F)F (2R,3R,4S,5R,6R)-4-(4-(4-bromo-2,3-difluorophenyl)-1H-1,2,3-triazol-1-yl)-6-((4-(1-hydroxycyclopropyl)-1H-1,2,3-triazol-1-yl)methyl)-2-(hydroxymethyl)-5-methoxytetrahydro-2H-pyran-3-ol